C(C)(C)(C)N=C=NC(C)C tert-butylisopropyl-carbodiimide